tetrafluoroboric acid iridium (I) [Ir+].F[B-](F)(F)F.[H+]